1,3-dihydro-1,3-bisisopropyl-benzo[d]imidazolium hydrogen carbonate C(O)([O-])=O.C(C)(C)[NH+]1CN(C2=C1C=CC=C2)C(C)C